COC(=O)[C@H]1CCC(N1)=O |r| (±)-2-pyrrolidone-5-carboxylic acid methyl ester